C(C=C)(=O)O.N1N=CC=C1 1H-pyrazole acrylate